6-chloro-N-(2,4-difluoro-3-(2-((1-(2-hydroxyethyl)piperidin-4-yl)amino)quinazolin-6-yl)phenyl)-1,5-dihydroxy-2,3-dihydro-1H-indene-4-sulfonamide ClC=1C(=C(C=2CCC(C2C1)O)S(=O)(=O)NC1=C(C(=C(C=C1)F)C=1C=C2C=NC(=NC2=CC1)NC1CCN(CC1)CCO)F)O